C1(CC1)C1=CC=C(C=C1)C1=CN=C(O1)NC=1C=CC(=NC1)C(=NO)N 5-((5-(4-Cyclopropylphenyl)oxazol-2-yl)amino)-N'-hydroxypyridineformamidine